3-ethylchroman-2-one C(C)C1C(OC2=CC=CC=C2C1)=O